3-methoxybenzaldehyde oxime COC=1C=C(C=NO)C=CC1